Rac-(2r,3s,4s,5r)-4-[[3-(3,4-difluoro-2-methyl-phenyl)-4,5-dimethyl-5-(trifluoromethyl)tetrahydrofuran-2-carbonyl]amino]pyridine-2-carboxylic acid methyl ester COC(=O)C1=NC=CC(=C1)NC(=O)[C@@H]1O[C@]([C@H]([C@H]1C1=C(C(=C(C=C1)F)F)C)C)(C(F)(F)F)C |r|